CC1=C(C=CC(=C1)\C=C\C=1C=NC=CC1)NC=1C=C(C(=O)NCCCN2CCOCC2)C=CC1 3-({2-Methyl-4-[(E)-2-(pyridin-3-yl)vinyl]phenyl}amino)-N-[3-(morpholin-4-yl)propyl]benzamide